6-methyl-1H-pyrrolo[2,3-c]pyridin-7-one CN1C(C2=C(C=C1)C=CN2)=O